5-(2,6-Dimethylphenyl)-4-ethyl-9,9-dioxo-2-oxa-9λ6-thia-6,8,15,23-tetrazatetracyclo[15.3.1.13,7.110,14]tricosa-1(21),3,5,7(23),10,12,14(22),17,19-nonaen-16-one CC1=C(C(=CC=C1)C)C=1C(=C2OC=3C=CC=C(C(NC=4C=CC=C(S(NC(N1)=N2)(=O)=O)C4)=O)C3)CC